ClC=1C(=NC(=NC1)NC1=C(C=C(C=C1)N1CCN(CC1)C(CCCCCCNC1=C2C(N(C(C2=CC=C1)=O)C1C(NC(CC1)=O)=O)=O)=O)OC)NC1=C(C=CC=C1)P(=O)(C)C 4-((7-(4-(4-((5-chloro-4-((2-(dimethylphosphoryl)phenyl)amino)pyrimidin-2-yl)amino)-3-methoxyphenyl)piperazin-1-yl)-7-oxoheptyl)amino)-2-(2,6-dioxopiperidin-3-yl)isoindoline-1,3-dione